[1-[[3-[[(4S)-chroman-4-yl]carbamoyl]phenyl]methyl]-4-ethyl-4-(methoxymethyl)-6-oxo-hexahydropyrimidin-2-ylidene]ammonium O1CC[C@@H](C2=CC=CC=C12)NC(=O)C=1C=C(C=CC1)CN1C(NC(CC1=O)(COC)CC)=[NH2+]